(3-(1-(2,6-Dioxopiperidin-3-yl)-3-methyl-2-oxo-2,3-dihydro-1H-benzo[d]imidazol-5-yl)prop-2-yn-1-yl)-2,6-diazaspiro[3.4]octane-6-carboxylic acid tert-butyl ester C(C)(C)(C)OC(=O)N1CC2(CNC2CC#CC2=CC3=C(N(C(N3C)=O)C3C(NC(CC3)=O)=O)C=C2)CC1